ClC=1C=C(CNC2=NC=NC=C2C(=O)O)C=CC1OC 4-(3-chloro-4-methoxybenzylamino)-5-pyrimidinecarboxylic acid